C(#N)C1=NC(=NC(=C1)NCC1=CC=CC=C1)N1N=CC(=C1)C(=O)O 1-[4-cyano-6-(benzylamino)pyrimidin-2-yl]-1H-pyrazole-4-carboxylic acid